ClC1=C(C=C(C=C1)N(C(=O)[C@H]1N(S(N(C1)C)(=O)=O)C1=NC(=CC(=C1)C(F)(F)F)C)C)C (S)-N-(4-Chloro-3-methylphenyl)-N,5-dimethyl-2-(6-methyl-4-(trifluoromethyl)pyridin-2-yl)-1,2,5-thiadiazolidine-3-carboxamide 1,1-dioxide